NC=1C2=C(N=CN1)N(C=C2)[C@H]2[C@@H]([C@@H]([C@H](C2)CCC2=CC=C1C=C3C(=NC1=C2)N[C@@H](C3)C(C)(C)C)O)O (1R,2S,3R,5S)-3-(4-amino-7H-pyrrolo[2,3-d]pyrimidin-7-yl)-5-(2-((S)-2-(tert-butyl)-2,3-dihydro-1H-pyrrolo[2,3-b]quinolin-7-yl)ethyl)cyclopentane-1,2-diol